ClC1=C(C=CC=C1Cl)N1CCN(CC1)CC[C@@H]1CC[C@H](CC1)N(C(=O)C)C(=O)C trans-4-{2-[4-(2,3-dichlorophenyl)-piperazin-1-yl]-ethyl}-N,N-dimethylformyl-cyclohexylamine